6-chloro-5-cyclopropyl-2,4-dimethyl-4,5-dihydro-2H-[1,2,3]triazolo[4,5-c][1,7]naphthyridine ClC1=NC=CC=2C=3C(C(N(C12)C1CC1)C)=NN(N3)C